CC1([C@@H](NC(S1)(C)C)C(=O)O)C The molecule is a thiazolidinemonocarboxylic acid having the carboxy group at the 4-position and four additional methyl substituents at positions 2, 2, 5 and 5. It has a role as an allergen.